C(C=C)(=O)OCCC[Si](O[Si](C)(C)C)(O[Si](C)(C)C)C (3-acryloxypropyl)methylbis(trimethylsiloxy)silane